CN(C)C(C1=CC=CC=C1)C(CCC)CCCCCCCC N,N-dimethyl-(4-dodecyl)benzylamine